4-hydroxy-3,5-di-tert-butyl-benzenepropanoic acid tridecyl ester C(CCCCCCCCCCCC)OC(CCC1=CC(=C(C(=C1)C(C)(C)C)O)C(C)(C)C)=O